[Al].[Mn].[Ag].NC=1C=C(C=C(C(=O)N([C@@H]2CC[C@@H](CC2)C(C)(C)C)[C@@H]2CC[C@@H](CC2)C(C)(C)C)C1)C(=O)N 5-amino-N,N-bis(cis-4-(tert-butyl)cyclohexyl)isophthalamide silver-manganese-aluminium